Benzyl rel-(1S,5S)-1-[(3-bromo-2-fluorophenyl)methyl]-7-oxo-9-oxa-2,6-diazaspiro[4.5]decane-2-carboxylate BrC=1C(=C(C=CC1)C[C@@H]1N(CC[C@]12NC(COC2)=O)C(=O)OCC2=CC=CC=C2)F |o1:8,12|